diallylmalate C(C=C)OC(C(O)CC(=O)OCC=C)=O